4-(4-(3-(3-chlorophenyl)propionyl)-3,4-dihydro-2H-pyrido[4,3-b][1,4]oxazin-8-yl)benzonitrile ClC=1C=C(C=CC1)CCC(=O)N1C2=C(OCC1)C(=CN=C2)C2=CC=C(C#N)C=C2